Tert-butyldimethyl-(2,2,2-trifluoro-1-(4-fluoro-2-methoxyphenyl)ethoxy)silane C(C)(C)(C)[Si](OC(C(F)(F)F)C1=C(C=C(C=C1)F)OC)(C)C